[PH2](=O)O.C1(=CC=CC=C1)C=1C(=C(C(=O)[Li])C(=CC1C)C)C phenyl-2,4,6-trimethylbenzoyl-lithium hypophosphite